O=C1NC(CCC1N1C(C2=CC=CC(=C2C1=O)NCCCCNC(OC(C)(C)C)=O)=O)=O 1-Tert-butyl N-[4-[[2-(2,6-dioxo-3-piperidyl)-1,3-dioxo-isoindolin-4-yl]amino]butyl]carbamate